CNC(C1=CN=CC(=C1)N1CC(CC1)C1=C(C=CC(=C1)C(NC1=CC(=CC=C1)C(F)(F)F)=O)C)=O N-methyl-5-(3-(2-methyl-5-((3-(trifluoromethyl)phenyl)carbamoyl)phenyl)pyrrolidin-1-yl)nicotinamide